(Pivaloyloxy)methyl 3-((4-carbamoyl-2,6-difluorophenoxy)methyl)-4-methoxybenzo[b]thiophene-2-carboxylate C(N)(=O)C1=CC(=C(OCC=2C3=C(SC2C(=O)OCOC(C(C)(C)C)=O)C=CC=C3OC)C(=C1)F)F